4-{2-[(4-{[6-(5-Chloro-2-Fluorophenyl)-3-Methylpyridazin-4-yl]Amino}Pyridin-2-yl)Carbamoyl]Ethyl}-1-Methylpiperazin ClC=1C=CC(=C(C1)C1=CC(=C(N=N1)C)NC1=CC(=NC=C1)NC(=O)CCN1CCN(CC1)C)F